N-methyl-2-oxo-2,3-dihydro-1H-benzo[d]imidazole-5-carboxamide CNC(=O)C1=CC2=C(NC(N2)=O)C=C1